ClC1=CC2=C(C=N1)C(=NN2C2OCCCC2)N2CC1CCCC(C2)N1C(=O)OC(C)(C)C tert-butyl 3-(6-chloro-1-(tetrahydro-2H-pyran-2-yl)-1H-pyrazolo[4,3-c]pyridin-3-yl)-3,9-diazabicyclo[3.3.1]nonane-9-carboxylate